OC1CN(C1)C(=O)O[C@@H]1CC[C@H](CC1)C(N(C1=CC(=CC=C1)C=1C=NN(C1)C1CC1)C[C@@H]1CC[C@H](CC1)C=1C=NC(=C(C1)Cl)OC)=O trans-4-(((trans-4-(5-Chloro-6-methoxypyridin-3-yl)cyclohexyl)methyl)(3-(1-cyclopropyl-1H-pyrazol-4-yl)phenyl)carbamoyl)cyclohexyl 3-hydroxyazetidine-1-carboxylate